Thianylcalcium S1C(CCCC1)[Ca]